BrCC=1C(C=CC(C1)=O)=O 2-bromomethyl-1,4-benzoquinone